(1R,5R,6R)-3-benzoyl-1-(1-(4-fluorophenyl)-6-methyl-1H-indazol-5-yl)-3-azabicyclo[3.1.0]hexane-6-carbaldehyde C(C1=CC=CC=C1)(=O)N1C[C@]2([C@@H]([C@H]2C1)C=O)C=1C=C2C=NN(C2=CC1C)C1=CC=C(C=C1)F